C(C)(C)(C)OC(=O)[C@H]1[C@@H](C1)COC(F)(F)F (1R,2R)-2-((trifluoromethoxy)methyl)cyclopropane-1-carboxylic acid tert-butyl ester